FC1=CC=2C=3N(C(=NC2C=C1OC)N)N=C(N3)CCS(=O)(=O)C3=CC=CC=C3 9-fluoro-8-methoxy-2-(2-(phenylsulfonyl)ethyl)-[1,2,4]triazolo[1,5-c]quinazolin-5-amine